ClC1=NC(=CC(=N1)N[C@@H]1CC2CCC1CC2)C2=CC=CC=C2 |r| (+/-)-trans-3-((2-chloro-6-phenylpyrimidin-4-yl)amino)bicyclo[2.2.2]Octane